OCOP(=O)(O)C(C(C(=O)O)=C=O)C (hydroxymethyl-phosphono)-2-carbonyl-butyric acid